2-(4-(4-(4-((((R)-1-cyclopropyl-ethoxy)carbonyl)amino)-3-methyl-isoxazol-5-yl)-2-fluorophenyl-fluorophenyl)-2-oxabicyclo[2.2.2]octan-1-yl)acetic acid C1(CC1)[C@@H](C)OC(=O)NC=1C(=NOC1C1=CC(=C(C=C1)C=1C(=C(C=CC1)C12COC(CC1)(CC2)CC(=O)O)F)F)C